C(C1=CC=CC=C1)N1C(C(=CC1)C(=O)NC1=C(C=CC=C1)F)=O 1-benzyl-N-(2-fluorophenyl)-2-oxo-2,5-dihydro-1H-pyrrole-3-carboxamide